3-((S)-3-((S)-sec-butyl)-2-oxo-1,2,3,5-tetrahydro-4H-benzo[e][1,4]diazepin-4-yl)-4-morpholinocyclobut-3-ene-1,2-dione [C@H](C)(CC)[C@@H]1N(CC2=C(NC1=O)C=CC=C2)C=2C(C(C2N2CCOCC2)=O)=O